FC(C(=O)O)(F)F.C(C)(=O)N1CCN(CC1)C=1C=CC(=NC1)NC(=N)N 1-(5-(4-acetylpiperazin-1-yl)pyridin-2-yl)guanidine trifluoroacetate